(S)-4-cyano-N-(3-(1-((2-ethyl-2H-pyrazolo[3,4-b]pyrazin-6-yl)amino)ethyl)phenyl)benzamide C(#N)C1=CC=C(C(=O)NC2=CC(=CC=C2)[C@H](C)NC=2C=NC=3C(N2)=NN(C3)CC)C=C1